7-(((benzyloxy)carbonyl)amino)heptanoic acid C(C1=CC=CC=C1)OC(=O)NCCCCCCC(=O)O